C(C)(C)(C)C=1C=C2C=CC(=NC2=C(C1)CC)C1=C(OC2=C1C=CC=C2)C 6-tert-Butyl-8-ethyl-2-(2-methyl-1-benzofuran-3-yl)quinoline